isopropyl 3-(3-acrylamido-2-methylphenyl)-2-(4-((2-(dimethylamino)ethyl)(methyl) amino)phenyl)-1H-pyrrolo[2,3-b]pyridine-5-carboxylate C(C=C)(=O)NC=1C(=C(C=CC1)C1=C(NC2=NC=C(C=C21)C(=O)OC(C)C)C2=CC=C(C=C2)N(C)CCN(C)C)C